3-amino-2-(5-methoxypyridin-3-yl)-N-[3-(1H-pyrazol-4-yl)-1H-indol-7-yl]propanamide NCC(C(=O)NC=1C=CC=C2C(=CNC12)C=1C=NNC1)C=1C=NC=C(C1)OC